C(C)(CC)[SiH](O[SiH](CC)C(C)CC)CC 1,3-di-sec-butyl-1,3-diethyl-disiloxane